BrC=1C=CC2=C(C(=C(O2)C(=O)OC(C)(C)C)CBr)C1 tert-butyl 5-bromo-3-(bromomethyl)benzofuran-2-carboxylate